6-bromo-1-(2-((tert-butyldimethylsilyl)oxy)ethyl)-3,3-dimethylindolin-2-one BrC1=CC=C2C(C(N(C2=C1)CCO[Si](C)(C)C(C)(C)C)=O)(C)C